(3R,5S)-5-(5-(4-(2,4-dimethylthiazol-5-yl)phenyl)-1H-imidazol-2-yl)pyrrolidin-3-ol CC=1SC(=C(N1)C)C1=CC=C(C=C1)C1=CN=C(N1)[C@@H]1C[C@H](CN1)O